FC1=C(C=C(C=C1)OC(F)(F)F)CNC(=O)C=1N=NN(C1)CCCCN1N=NC(=C1)NC(CN1CC(C1)F)=O N-{[2-fluoro-5-(trifluoromethoxy)phenyl]methyl}-1-(4-{4-[2-(3-fluoroazetidin-1-yl)acetamido]-1H-1,2,3-triazol-1-yl}butyl)-1H-1,2,3-triazole-4-carboxamide